N-(3-((2S,3R,4R,5R)-4-hydroxy-5-(hydroxymethyl)-3-methoxytetrahydrofuran-2-yl)propyl)docosanamide O[C@H]1[C@H]([C@@H](O[C@@H]1CO)CCCNC(CCCCCCCCCCCCCCCCCCCCC)=O)OC